FC=1C=C(NC2=CC=C(C(=N2)C(=O)NC2C(CC2)(C)C)OC(F)F)C=C(C1)F 6-(3,5-difluoroanilino)-3-(difluoromethoxy)-N-(2,2-dimethylcyclobutyl)-pyridine-2-carboxamide